3-(5-Methyl-thiophen-2-yl)-8-piperazin-1-yl-imidazo[1,2-a]pyridine-6-carboxylic acid [(S)-1-(1H-[1,2,4]triazol-3-yl)-ethyl]-amide N1N=C(N=C1)[C@H](C)NC(=O)C=1C=C(C=2N(C1)C(=CN2)C=2SC(=CC2)C)N2CCNCC2